C(C)(C)(C)OC(NC(CCO)C(C)CO[Si](C)(C)C(C)(C)C)=O 1-(((tert-butyldimethylsilyl)oxy)propan-2-yl)(3-hydroxypropyl)carbamic acid tert-butyl ester